[C@H]1([C@H](O)[C@@H](O)[C@H](O)[C@H](O1)CO)O[C@@H]([C@H](C=O)O)[C@@H](O)[C@@H](O)C 3-O-α-D-Glucopyranosyl-L-rhamnose